C(C)(C)(C)OC(=O)N1[C@H](CN(CC1)C1=NC(=NC(=C1[N+](=O)[O-])CC1(CCC2=C(C=CC=C12)Cl)C(=O)OC)Cl)CC#N (2S)-4-(2-chloro-6-((4-chloro-1-(methoxycarbonyl)-2,3-dihydro-1H-inden-1-yl)methyl)-5-nitropyrimidin-4-yl)-2-(cyanomethyl)piperazine-1-carboxylic acid tert-butyl ester